N1=NC(=CC2=C1C1=C(CCC2)C=CC=C1)N1N=C(N=C1N)NC=1C=CC2=C(CC[C@H](CC2)NCC2CCCCC2)C1 1-(6,7-dihydro-5H-benzo[6,7]cyclohepta[1,2-c]pyridazin-3-yl)-N3-((7S)-7-((cyclohexylmethyl)amino)-6,7,8,9-tetrahydro-5H-benzo[7]annulene-2-yl)-1H-1,2,4-triazole-3,5-diamine